C(C)(=O)N1C(CC1)/C=C/S(=O)(=O)NC(NC1=C2CCCC2=CC=2CCCC12)=O (E)-2-(1-Acetylazetidin-2-yl)-N-((1,2,3,5,6,7-hexahydro-s-indacen-4-yl)carbamoyl)ethen-1-sulfonamid